BrC=1C=C(C=C(C1)Cl)NC(=O)NC1=C(C(=CC=C1)Cl)CO 1-(3-bromo-5-chlorophenyl)-3-(3-chloro-2-hydroxymethylphenyl)urea